ClC1=CC=CC(=N1)C=1C=C(C=2OCCNC2N1)NC1=CC=NC=C1 N-[6-(6-chloropyridin-2-yl)-2H,3H,4H-pyrido[3,2-b][1,4]oxazin-8-yl]pyridin-4-amine